CC1=C(C2=C(N=C(N=C2)NC2=CC=C(C=C2)N2CCN(CC2)C)N(C1=O)CC1=CC=NN1C(=O)OC(C)(C)C)C#C[Si](C(C)C)(C(C)C)C(C)C tert-butyl 5-[(6-methyl-2-{[4-(4-methylpiperazin-1-yl)phenyl]amino}-7-oxo-5-[2-(triisopropylsilyl)ethynyl]pyrido[2,3-d]pyrimidin-8-yl)methyl]pyrazole-1-carboxylate